CC1(CCC=2C1=NC1=C(C2NC(=O)N=[S@](=O)(N)C2=NN(C(=C2)C(C)(C)O)C(C)C)CCC1)C (R)-N'-((3,3-dimethyl-1,2,3,5,6,7-hexahydrodicyclopenta[b,e]pyridin-8-yl)carbamoyl)-5-(2-hydroxypropan-2-yl)-1-isopropyl-1H-pyrazole-3-sulfonimidamide